10-phenoxy-1,4-dihydroanthracene O(C1=CC=CC=C1)C1=C2CC=CCC2=CC2=CC=CC=C12